BrC=1C=C(C=2N(C1)N=CC2C#N)N2CC(C2)NC([O-])=O (1-(6-bromo-3-cyanopyrazolo[1,5-a]pyridin-4-yl)azetidin-3-yl)carbamate